C(C)(=O)OC[C@H]1O[C@H]([C@@H]([C@H]([C@H]1OC(C)=O)OC(C)=O)NC(C)=O)OCCCCCOCC1=CC=CC=C1 [(2R,3R,4R,5R,6R)-5-acetamido-3,4-diacetoxy-6-(5-benzyloxypentoxy)tetrahydropyran-2-yl]methyl acetate